C(=C)C1=CC=C(COCCOCC2=CC=C(C=C2)C=C)C=C1 1,2-Bis(4-vinylbenzyloxy)ethane